methyl 5-(difluoromethoxy)-1-((2-(3-fluoro-5-methoxyphenyl) pyrimidin-5-yl) methyl)-1H-indazole-7-carboxylate FC(OC=1C=C2C=NN(C2=C(C1)C(=O)OC)CC=1C=NC(=NC1)C1=CC(=CC(=C1)OC)F)F